FC(CC)(F)C1=NC=CC(=C1)N1C(C2=CC=CC=C2C1=O)=O 2-(2-(1,1-difluoropropyl)pyridin-4-yl)isoindoline-1,3-dione